taloheptulose OCC(=O)[C@@H](O)[C@@H](O)[C@@H](O)[C@H](O)CO